aluminum tris(methyl acetoacetate) CCC(CC(=O)[O-])=O.CCC(CC(=O)[O-])=O.CCC(CC(=O)[O-])=O.[Al+3]